OC[C@H](C(C)C)NC(=O)N (S)-1-(1-hydroxy-3-methylbutan-2-yl)urea